C(CCC)C1(N(S(C2=C(N(C1)C1=CC=CC=C1)C=C(C(=C2)CO)N(C)C)(=O)=O)CC2=CC=C(C=C2)OC)CC 3-Butyl-7-(dimethylamino)-3-ethyl-8-(hydroxymethyl)-2-(4-methoxybenzyl)-5-phenyl-2,3,4,5-tetrahydro-1,2,5-benzothiadiazepine 1,1-dioxide